C1(=CC=CC=C1)P(C1=C(C(=CC(=C1F)F)F)F)(C1=CC=CC=C1)=O diphenyl-[2,3,5,6-tetrafluorophenyl]phosphine oxide